[Si](C)(C)(C(C)(C)C)OCCN1N=C(C=C1C(=O)OCC)C ethyl 2-[2-[tert-butyl(dimethyl)silyl]oxyethyl]-5-methyl-pyrazole-3-carboxylate